SC1=C(C=C(C=C1)C)C 1-sulfanyl-2,4-dimethyl-benzene